C(C)(C)(C)OC(\C=C\COCC1=CC=CC=C1)=O (2E)-4-(benzyloxy)but-2-enoic acid tert-butyl ester